BrC=1C=CC(=C(C1)CN)C (5-bromo-2-methyl-phenyl)methanamine